1-methyl-2-n-butyl-benzene CC1=C(C=CC=C1)CCCC